(2-chloro-5-fluoropyridin-4-yl)-1-[[2-(trimethylsilyl)ethoxy]methyl]pyrazole-3-carboxylic acid ClC1=NC=C(C(=C1)C=1C(=NN(C1)COCC[Si](C)(C)C)C(=O)O)F